N-(2-methoxyethyl)-N-methyl-4-(4,4,5,5-tetramethyl-1,3,2-dioxaborolan-2-yl)aniline COCCN(C1=CC=C(C=C1)B1OC(C(O1)(C)C)(C)C)C